O[C@@H]([C@H](CO[C@H]1O[C@@H]([C@@H]([C@@H]([C@H]1O)O)O)CO)NC(CCCCCCCCCCC1(COC1)C)=O)[C@@H](CCCCCCCCCCCCCC)O N-[(2S,3S,4R)-3,4-dihydroxy-1-{[(2S,3R,4S,5R,6R)-3,4,5-trihydroxy-6-(hydroxymethyl)oxaN-2-yl]Oxy}octadeca-2-yl]11-(3-Methyloxetan-3-yl)undecanamide